NCCCCCCCCCCCN 1,11-Diaminoundecane